2-[2-(3,3-difluorocyclobutyl)pyrazolo[3,4-b]pyridin-6-yl]-3-methyl-5-(trifluoromethyl)phenol FC1(CC(C1)N1N=C2N=C(C=CC2=C1)C1=C(C=C(C=C1C)C(F)(F)F)O)F